pentaerythritol trimontanate C(CCCCCCCCCCCCCCCCCCCCCCCCCCC)(=O)OCC(COC(CCCCCCCCCCCCCCCCCCCCCCCCCCC)=O)(COC(CCCCCCCCCCCCCCCCCCCCCCCCCCC)=O)CO